(S)-2-(2-(3-(3-chloropyridin-2-yloxy)pyrrolidin-1-yl)-5-(4-fluorobenzoyl)phenyl)acetaldehyde ClC=1C(=NC=CC1)O[C@@H]1CN(CC1)C1=C(C=C(C=C1)C(C1=CC=C(C=C1)F)=O)CC=O